OC1=C(N2C(C3=C(C=CC=C13)C=1C=NN(C1)C1=CC=CC=C1)=NC=N2)C(=O)NCC(=O)O (6-hydroxy-10-(1-phenyl-1H-pyrazol-4-yl)-[1,2,4]triazolo[5,1-a]isoquinoline-5-carbonyl)glycine